CC1=C(C=CC=C1NC1=NC=CC=2C1=NC=C(N2)CN2[C@@H](CCCC2)C(=O)O)C2=CC=CC=C2 (2S)-1-({5-[(2-methylbiphenyl-3-yl)amino]pyrido[3,4-b]pyrazin-2-yl}methyl)piperidine-2-carboxylic acid